4-(1-Isopropyl-1H-pyrazol-4-yl)-N-((trans-4-(4-methoxy-3-methylphenyl)cyclohexyl)methyl)pyridin-2-amine C(C)(C)N1N=CC(=C1)C1=CC(=NC=C1)NC[C@@H]1CC[C@H](CC1)C1=CC(=C(C=C1)OC)C